n-propyl-aluminum oxide [O-2].C(CC)[Al+2]